ClC1=C(C=CC=C1C1=NC=NC(=C1Cl)C1=CC(=C(C=C1)C=O)OC)C1=CC=C(C(=N1)OC)CN(C(OC(C)(C)C)=O)CCO tert-Butyl ((6-(2-chloro-3-(5-chloro-6-(4-formyl-3-methoxyphenyl)pyrimidin-4-yl)phenyl)-2-methoxypyridin-3-yl)methyl)(2-hydroxyethyl)carbamate